C(C)N1N=C(C(=C1)C1=C(C=CC=C1)[C@H]1C2=C(CN(C1)C(\C=C\CNC(C)C)=O)SC(=C2)C#N)C(F)(F)F (S,E)-4-(2-(1-Ethyl-3-(trifluoromethyl)-1H-pyrazol-4-yl)phenyl)-6-(4-(isopropylamino)but-2-enoyl)-4,5,6,7-tetrahydrothieno[2,3-c]pyridine-2-carbonitrile